di-para-tolyl carbonate C(OC1=CC=C(C=C1)C)(OC1=CC=C(C=C1)C)=O